(-)-6-tert-butyl-10-chloro-1-fluoro-9-(3-methoxypropoxy)-2-oxo-6,7-dihydro-2H-pyrido[2,1-a]isoquinoline-3-carboxylic acid C(C)(C)(C)C1N2C(C3=CC(=C(C=C3C1)OCCCOC)Cl)=C(C(C(=C2)C(=O)O)=O)F